3-methyl-1-(pyridin-4-yl)-1H-pyrazol-4-amine CC1=NN(C=C1N)C1=CC=NC=C1